FC1=C(OC2=C(C(=O)N)C=CC=N2)C=CC(=C1)CC(=O)NC=1SC(=C(N1)C=1C=NC(=NC1)OC)C 2-(2-fluoro-4-(2-((4-(2-methoxypyrimidin-5-yl)-5-methylthiazol-2-yl)amino)-2-oxoethyl)phenoxy)nicotinamide